C(CCCCCCC\C=C/CCCCCCCCCC)(=O)[O-].[Pr+3].C(CCCCCCC\C=C/CCCCCCCCCC)(=O)[O-].C(CCCCCCC\C=C/CCCCCCCCCC)(=O)[O-] praseodymium gadoleate